N(CC(=O)O)CC(=O)O.COC=1C(=CC=C2C=NN(C12)C([2H])([2H])[2H])NC1=C(C(=O)NC([2H])([2H])[2H])C=CC(=N1)NC1=NC=NC=C1 ((7-methoxy-1-(methyl-d3)-1H-indazol-6-yl)amino)-N-(methyl-d3)-6-(pyrimidin-4-ylamino)nicotinamide imino-diacetate